5-((Ethyl(methyl)amino)methyl)-N-((4-fluoro-2,6-diisopropylphenyl)carbamoyl)-1-methyl-1H-pyrazole-3-sulfonamide, sodium Salt [Na].C(C)N(C)CC1=CC(=NN1C)S(=O)(=O)NC(NC1=C(C=C(C=C1C(C)C)F)C(C)C)=O